(R)-1-(6-(5-chloro-2-(((3S,4R)-3-hydroxytetrahydro-2H-pyran-4-yl)amino)pyrimidin-4-yl)-4-fluoro-1-isopropyl-1H-benzo[d]imidazol-2-yl)pyrrolidin-3-ol ClC=1C(=NC(=NC1)N[C@H]1[C@@H](COCC1)O)C=1C=C(C2=C(N(C(=N2)N2C[C@@H](CC2)O)C(C)C)C1)F